antimony bismuth selenide-selenide [Bi](=[Se])=[Se].[Sb]